[Cl-].C[NH+](CC1=CC=CC=C1)C Dimethyl-Benzyl-Ammonium Chloride